CC1=NN=C2N1C(=C(C=C2)CC2CCC(CC2)C(=O)N2OCC[C@H]2C2=NC=CN=C2)C [4-[(3,5-dimethyl-[1,2,4]triazolo[4,3-a]pyridin-6-yl)methyl]cyclohexyl]-[(3S)-3-pyrazin-2-yl-1,2-oxazolidin-2-yl]methanone